C(C)NC(=O)C=1SC(=NN1)CCC(CN1N=NC(=C1)C(NCC1=CC(=CC=C1)OC(F)(F)F)=O)F N-ethyl-5-{3-fluoro-4-[4-({[3-(trifluoromethoxy)phenyl]methyl}carbamoyl)-1H-1,2,3-triazol-1-yl]butyl}-1,3,4-thiadiazole-2-carboxamide